NC=1C=NC(=NC1)S 5-amino-2-mercaptopyrimidine